FC=1C=C(C=NC1OCC1(CC1)C)C(=O)N1CCN(CC1)C=1OC=2C(=NC(=CC2)C)N1 (5-fluoro-6-((1-methylcyclopropyl)methoxy)pyridin-3-yl)(4-(5-methyloxazolo[4,5-b]pyridin-2-yl)piperazin-1-yl)methanone